octyl phosphate trimethyloctyl-ammonium salt C[N+](CCCCCCCC)(C)C.P(=O)(OCCCCCCCC)([O-])[O-].C[N+](C)(C)CCCCCCCC